3,7,11,15-tetramethyl-1-hexadecyne CC(C#C)CCCC(CCCC(CCCC(C)C)C)C